[C].BrC=1C=C(C=C2N=C(C(=NC12)CCCO)Cl)F 3-(8-bromo-3-chloro-6-fluoroquinoxalin-2-yl)propan-1-ol carbon